Cl.COC(=O)C=1NC2=CC(=CC=C2C1)N 6-Amino-1H-indole-2-carboxylic acid methyl ester hydrochloride